2-(3-chloropyrrolidin-1-yl)-N-((2-(trifluoromethyl)pyridin-3-yl)methyl)pyrido[2,3-d]pyrimidin-4-amine ClC1CN(CC1)C=1N=C(C2=C(N1)N=CC=C2)NCC=2C(=NC=CC2)C(F)(F)F